FC1=C(C(=C2C=CNC2=C1)S(=O)C)OC=1C=C(C=CC1)C=1SC=C(N1)CC=1C=C(C=CC1)CCC(=O)O 3-(3-((2-(3-((6-Fluoro-4-(methylsulfinyl)-1H-indol-5-yl)oxy)phenyl)thiazol-4-yl)methyl)phenyl)propanoic acid